OC1CCN(CC1)C=1C=CC(=NC1)NC=1C=CC(=C2CNC(C12)=O)C=1C=2N(C=CC1)C(=NC2)C 7-[[5-(4-hydroxy-1-piperidyl)-2-pyridyl]amino]-4-(3-methylimidazo[1,5-a]pyridin-8-yl)isoindolin-1-one